FC1([C@@H]([C@@H](N(C1)C(=O)C1(CCC1)O)CC1=C(C(=CC=C1)C=1OC=C(N1)CO)F)NS(N(C)C)(=O)=O)F N'-[(2S,3R)-4,4-difluoro-2-({2-fluoro-3-[4-(hydroxymethyl)-1,3-oxazol-2-yl]phenyl}methyl)-1-(1-hydroxycyclobutane-1-carbonyl)pyrrolidin-3-yl]-N,N-dimethylsulfuric diamide